2-hydroxy-2-(4'-methyl-[1,1'-biphenyl]-4-yl)acetic acid methyl ester COC(C(C1=CC=C(C=C1)C1=CC=C(C=C1)C)O)=O